CC(C(=O)C1=CC=CC=C1)C 2-methyl-1-phenyl-1-propanon